(E)-N-methanesulfonyl-3-(2-phenoxyphenyl)-N-phenylacrylamide CS(=O)(=O)N(C(\C=C\C1=C(C=CC=C1)OC1=CC=CC=C1)=O)C1=CC=CC=C1